ClC1=C(C=C(C=C1)C1=CC(=CC=C1)COC=1C=C2CN(C(C2=CC1)=O)[C@@H](C)C1CC1)C(=O)O (S)-4-Chloro-3'-(((2-(1-cyclopropylethyl)-1-oxoisoindolin-5-yl)oxy)methyl)-[1,1'-biphenyl]-3-carboxylic acid